tert-butyl (2R,5S)-4-(6-chloro-1-(2,4-diisopropylpyridin-3-yl)-7-(2-fluorophenyl)-2-oxo-1,2-dihydropyrido[2,3-d]pyrimidin-4-yl)-2,5-dimethylpiperazine-1-carboxylate ClC1=CC2=C(N(C(N=C2N2C[C@H](N(C[C@@H]2C)C(=O)OC(C)(C)C)C)=O)C=2C(=NC=CC2C(C)C)C(C)C)N=C1C1=C(C=CC=C1)F